2-(3-bromo-2-fluorophenyl)acetonitrile BrC=1C(=C(C=CC1)CC#N)F